ClC1=CC(=C(C=C1)NC(=O)C1=NC=C(N=C1)C(F)(F)F)C(N[C@H](C(C(=O)NC1CC1)=O)C[C@H]1C(N[C@@H](C1)C)=O)=O N-[4-chloro-2-[[(1S)-3-(cyclopropylamino)-1-[[(3S,5R)-5-methyl-2-oxo-pyrrolidin-3-yl]methyl]-2,3-dioxo-propyl]carbamoyl]phenyl]-5-(trifluoromethyl)pyrazine-2-carboxamide